2-Amino-5-fluoro-4-(5-fluoro-3-((3R,4R)-3-(isopropylamino)-4-methoxypyrrolidin-1-yl)-7,9-dihydrofuro[3,4-f]quinazolin-6-yl)benzo[b]thiophene-3-carbonitrile NC1=C(C2=C(S1)C=CC(=C2C=2C1=C(C=3C=NC(=NC3C2F)N2C[C@H]([C@@H](C2)OC)NC(C)C)COC1)F)C#N